C1(CC1)COC=1C=CC2=C(C(=C(O2)C)C(=O)NC(C(=O)N)(CO)C)C1 2-{[5-(cyclopropylmethoxy)-2-methyl-1-benzofuran-3-yl]formamido}-3-hydroxy-2-methylpropanamide